C(C)(C)(C)OC(=O)NC1=CC=C(C=C1)N (tert-butoxycarbonyl)-1,4-phenylenediamine